C(C=C)(=O)OC12CC3(CC(CC(C1)C3)(C2)OC(C=C)=O)OC(C=C)=O 1,3,5-adamantanetriol triacrylate